C(CCC)SSCCC(=O)N(CCCN(C)C)C(CCCCCCCCC(=O)OC(CCCCCC)CCCCCC)CCCCCCCCC(=O)OC(CCCCCC)CCCCCC di(tridecan-7-yl) 10-(3-(butyldisulfaneyl)-N-(3-(dimethylamino)propyl)propanamido)nonadecanedioate